BrC1=C2CN(C(C2=CC=C1CN1CCN(CC1)C1=CC(=C(C=C1)NC1=NC=C(C(=N1)NC1=C(C=CC=C1)P(=O)(OC)OC)Cl)OC)=O)C1C(NC(CC1)=O)=O 3-(4-bromo-5-((4-(4-((5-chloro-4-((2-(dimethylphosphono)phenyl)amino)pyrimidin-2-yl)amino)-3-methoxyphenyl)piperazin-1-yl)methyl)-1-oxoisoindolin-2-yl)piperidine-2,6-dione